5-fluoro-7-methoxybenzo[d]oxazol-2-amine FC=1C=C(C2=C(N=C(O2)N)C1)OC